6-(3-ethyl-5-(piperidin-4-yl)-1H-indol-2-yl)imidazo[1,2-a]pyrazine C(C)C1=C(NC2=CC=C(C=C12)C1CCNCC1)C=1N=CC=2N(C1)C=CN2